C1(CC1)[C@]1(C(N(C[C@H]1C)C=1C=2N(N=CC1)C=C(C2)C=2C=NC(=CC2)OC(F)F)=O)C#N (3R,4S)-3-cyclopropyl-1-[6-[6-(difluoromethoxy)pyridin-3-yl]pyrrolo[1,2-b]pyridazin-4-yl]-4-methyl-2-oxopyrrolidine-3-carbonitrile